4-(3-(2-Cyclohexylethyl)-3-(dimethylamino)piperidin-1-yl)-N-(2,4-dimethoxybenzyl)-2,6-difluoro-N-(pyrimidin-4-yl)benzenesulfonamide C1(CCCCC1)CCC1(CN(CCC1)C1=CC(=C(C(=C1)F)S(=O)(=O)N(C1=NC=NC=C1)CC1=C(C=C(C=C1)OC)OC)F)N(C)C